CC=1C=NN(C1)C1=NC=2N(C=C1)N=C(C2)C2=CC=NC=C2 5-(4-methylpyrazol-1-yl)-2-(4-pyridyl)pyrazolo[1,5-a]pyrimidin